C(C)C=1C(=CC=C2C=C(C=C(C12)OC(=O)N1C2C3COC4=C5C(N3CC1CC2)=NC=NC5=C(C=N4)F)OCOC)F 8-ethyl-7-fluoro-3-(methoxymethoxy)naphthalenyl-1-fluoro-5a,6,7,8,9,10-hexahydro-5H-4-oxa-3,10a,11,13,14-pentaaza-6,9-methanonaphtho[1,8-ab]heptalene-14-carboxylate